N-(4-cyano-2-fluoro-phenyl)-4-(3-pyridylmethyl)-1H-pyrrole-3-sulfonamide C(#N)C1=CC(=C(C=C1)NS(=O)(=O)C1=CNC=C1CC=1C=NC=CC1)F